N1CCC(CC1)C1=CC=C(C=C1)N1C(NC(C=C1)=O)=O 1-(4-(Piperidin-4-yl)phenyl)pyrimidine-2,4(1H,3H)-dione